C(#CC)C1=C2C=NN(C2=C(C=C1)C(=O)O)CC1=CC(=CC=C1)OC(F)(F)F 4-(propan-1-yn-1-yl)-1-(3-(trifluoromethoxy)benzyl)-1H-indazole-7-carboxylic acid